FC(OC1=CC=C(C=C1)C=1N=C2C(=NC1)N=C(S2)NC(OC(C)(C)C)=O)F tert-butyl N-[6-[4-(difluoromethoxy)phenyl]thiazolo[4,5-b]pyrazin-2-yl]carbamate